ClC=1C=C(C=CC1N1CCOCC1)NC1=NC=CC(=N1)NC=1C=NC2=CC=CC=C2C1 2-(3-chloro-4-morpholinophenylamino)-4-(3-quinolylamino)pyrimidine